ClC=1C=C(C=C(C1)F)[C@@H]1OCCN2C1=NC(=N2)NC2[C@H]1CN(C[C@@H]2CC1)C1=NC=NC(=C1)C (8S)-8-(3-chloro-5-fluoro-phenyl)-N-[(1r,5S)-3-(6-methylpyrimidin-4-yl)-3-azabicyclo[3.2.1]oct-8-yl]-6,8-dihydro-5H-[1,2,4]triazolo[5,1-c][1,4]oxazin-2-amine